NC1=CC2=C(N(C(N2C)=O)C)C=C1Cl 5-amino-6-chloro-1,3-dimethyl-1H-benzo[d]imidazol-2(3H)-one